8-methoxy-5-{[(1R)-1-[3-nitro-5-(trifluoromethyl)phenyl]ethyl]amino}pyrazolo[1,5-a]quinazolin-7-ol COC1=C(C=C2C(=NC=3N(C2=C1)N=CC3)N[C@H](C)C3=CC(=CC(=C3)C(F)(F)F)[N+](=O)[O-])O